CNC(COC1=NC=2N(C(=C1)N1CCOCC1)N=C(C2)C2=CC=NC=C2)C=2C=C(C=CC2)C N-methyl-2-((7-morpholino-2-(pyridin-4-yl)pyrazolo[1,5-a]pyrimidin-5-yl)oxy)-1-(m-tolyl)ethan-1-amine